NC=1C(=NC(=C(C1)C(F)(F)F)OCC)C(=O)NC[C@](C(F)(F)F)(C)O (S)-3-amino-6-ethoxy-N-(3,3,3-trifluoro-2-hydroxy-2-methyl-propyl)-5-(trifluoromethyl)picolinamide